FC1(CC12CCNCCC2)F 1,1-difluoro-6-azaspiro[2.6]nonan